CN1C=NC=C1C1=NC2=CC=CC=C2C(=C1)C=O 2-(3-methylimidazol-4-yl)quinoline-4-carbaldehyde